carbonylchlorohydrido{bis[2-(diphenyl-phosphinomethyl)ethyl]amino}ruthenium(II) C(=O)=[RuH-](N(CCC(C1=CC=CC=C1)(C1=CC=CC=C1)P)CCC(P)(C1=CC=CC=C1)C1=CC=CC=C1)Cl